4-[(2-fluoro-6-methoxybenzyl)amino]-2-[[1-(2-hydroxy-2-methylpropyl)-1H-pyrazol-4-yl]amino]pyrimidin FC1=C(CNC2=NC(=NC=C2)NC=2C=NN(C2)CC(C)(C)O)C(=CC=C1)OC